N-(1-(2,4-bis(trifluoromethyl)phenyl)-3-methyl-1H-pyrazol-4-yl)-5-(furan-2-yl)isoxazole-3-carboxamide FC(C1=C(C=CC(=C1)C(F)(F)F)N1N=C(C(=C1)NC(=O)C1=NOC(=C1)C=1OC=CC1)C)(F)F